4-(hydroxyimino)piperidine-1-carboxylic acid tert-butyl ester C(C)(C)(C)OC(=O)N1CCC(CC1)=NO